C(CCC)N1CCC(CC1)NCC(O)C=1C=C(C=CC1)O 3-(2-((1-butylpiperidin-4-yl)amino)-1-hydroxyethyl)phenol